iron-indium-zinc oxide [O-2].[Zn+2].[In+3].[Fe+2]